(2-((diisopropylamino)methyl)-4-(5-fluoro-2-methoxypyridin-4-yl)phenyl)methanol C(C)(C)N(C(C)C)CC1=C(C=CC(=C1)C1=CC(=NC=C1F)OC)CO